4-((3S,4R)-1-Acryloyl-4-fluoropiperidin-3-ylamino)-2-(1-ethyl-1H-pyrazol-4-ylamino)-7H-pyrrolo[2,3-d]pyrimidin-5-carbonitril C(C=C)(=O)N1C[C@@H]([C@@H](CC1)F)NC=1C2=C(N=C(N1)NC=1C=NN(C1)CC)NC=C2C#N